(2r,3r,4s,5r,6r)-3,4,5-tris(benzyloxy)-6-[(benzyloxy)methyl]-2-[4-chloro-3-(4-ethoxyphenoxy)phenyl]Oxan-2-ol C(C1=CC=CC=C1)O[C@H]1[C@@](O[C@@H]([C@H]([C@@H]1OCC1=CC=CC=C1)OCC1=CC=CC=C1)COCC1=CC=CC=C1)(O)C1=CC(=C(C=C1)Cl)OC1=CC=C(C=C1)OCC